(S)-N-(1-(2-Hydroxyquinolin-5-yl)cyclopropyl)-2-methyl-5-((1-methylazetidin-2-yl)methoxy)benzamide OC1=NC2=CC=CC(=C2C=C1)C1(CC1)NC(C1=C(C=CC(=C1)OC[C@H]1N(CC1)C)C)=O